6-Methoxy-2,3-dihydrobenzofuran-7-sulfonamide COC1=C(C2=C(CCO2)C=C1)S(=O)(=O)N